4,4'-(anthracene-9,10-diyl)bis(pyridin-1-ium) chloride [Cl-].C1=CC=CC2=C(C3=CC=CC=C3C(=C12)C1=CC=[NH+]C=C1)C1=CC=[NH+]C=C1.[Cl-]